CC(C)N1C(=O)CC2=C1C=CC(=C2)NC3=NC=C(C(=N3)NCC4=CC(=CC=C4)S(=O)(=O)C)C(F)(F)F The molecule is a member of the class of pyrimidines that is pyrimidine which has been substituted at positions 2, 4, and 5 by (1-isopropyl-2-oxo-2,3-dihydro-1H-indol-5-yl)amino, [3-(methylsulfonyl)benzyl]amino, and trifluoromethyl groups, respectively. It is a sulfone, a secondary amino compound, a member of pyrimidines, a member of oxindoles and a member of (trifluoromethyl)benzenes.